(S)-5-(Azetidin-2-ylmethoxy)-2-methyl-N-(1-(7-(pyrimidin-2-yl)quinolin-5-yl)cyclopropyl)benzamide N1[C@@H](CC1)COC=1C=CC(=C(C(=O)NC2(CC2)C2=C3C=CC=NC3=CC(=C2)C2=NC=CC=N2)C1)C